PyridazineAmide N1=NC(=CC=C1)C(=O)N